(2S,4r)-N-[(1-tert-butylpyrazol-4-yl)methyl]-1-[(2S)-2-(4-cyclopropyltriazol-1-yl)-3,3-dimethyl-butyryl]-4-hydroxy-pyrrolidine-2-carboxamide C(C)(C)(C)N1N=CC(=C1)CNC(=O)[C@H]1N(C[C@@H](C1)O)C([C@H](C(C)(C)C)N1N=NC(=C1)C1CC1)=O